ClC1=CC(=NC(=C1)Cl)C(=O)N(CC1=CC=C(C=C1)OC)C(=O)C1=C(C=CC(=C1)F)Cl 4,6-dichloro-N-[(2-chloro-5-fluorophenyl)carbonyl]-N-[(4-methoxyphenyl)methyl]pyridine-2-carboxamide